NCC1CCC(CC1)C(=O)OCC ethyl (1R,4R)-4-(aminomethyl)cyclohexane-1-carboxylate